NC1=NC2=C(C=CC=C2C(=N1)C(=O)N[C@H](C)C=1C=CC=C2C=CC=NC12)F 2-amino-8-fluoro-N-[(1R)-1-(8-quinolyl)ethyl]quinazoline-4-carboxamide